2,4-di-t-butyl-4-methylphenol C(C)(C)(C)C1=C(C=CC(C1)(C)C(C)(C)C)O